C(C)OS(OCC)(OCC)CCC[SiH3] triethoxymercaptopropyl-silane